FC(C1N(CCC1)CCN1N=CC=C1C(=O)O)(F)F 1-(2-(2-(trifluoromethyl)pyrrolidin-1-yl)ethyl)-1H-pyrazole-5-carboxylic acid